2-{[4-({2-[(4-cyano-2-fluorophenoxy)methyl]pyrimidin-4-yl}oxy)-2-fluorophenyl]methyl}-1-{[(2S)-oxetan-2-yl]methyl}-1H-1,3-benzodiazole-6-carboxylic acid C(#N)C1=CC(=C(OCC2=NC=CC(=N2)OC2=CC(=C(C=C2)CC2=NC3=C(N2C[C@H]2OCC2)C=C(C=C3)C(=O)O)F)C=C1)F